ClC1=CC=C(C=C1)C[C@H](C(=O)N1CCN(CC1)C=1C2=C(N=CN1)[C@@H](C[C@H]2C)O)N(C)C(C)C (R)-3-(4-chlorophenyl)-1-(4-((5R,7R)-7-hydroxy-5-methyl-6,7-dihydro-5H-cyclopenta[d]pyrimidin-4-yl)piperazin-1-yl)-2-(isopropyl(methyl)amino)propan-1-one